tert-butyl (3R)-3-(2-aminoethyl)piperidine-1-carboxylate NCC[C@@H]1CN(CCC1)C(=O)OC(C)(C)C